OC=1C=C(C=CC1O)CCNC(CCCCC1SSCC1)=O N-(3,4-Dihydroxyphenylethyl)-5-(1,2-dithiolan-3-yl)pentanamide